OC1COCC2=C1NC(C1=C2C=C(S1)C1=CC=NN1C)=O 4-hydroxy-8-(1-methyl-1H-pyrazol-5-yl)-1,3,4,5-tetrahydro-6H-pyrano[4,3-b]thieno[3,2-d]pyridin-6-one